(Z)-ethyl N-(2-isopropyl-5-methylphenyl)-N'-((4-(1-(4-(trifluoromethoxy)phenyl)-1H-1,2,4-triazol-3-yl)phenethyl)carbamoyl)carbamimidothioate C(C)(C)C1=C(C=C(C=C1)C)N/C(=N/C(NCCC1=CC=C(C=C1)C1=NN(C=N1)C1=CC=C(C=C1)OC(F)(F)F)=O)/SCC